ClC(CCCO)C(CCC)Cl 4,5-dichloro-octanol